NC1=NC(=C(C(=N1)N)OCCCOC=1C=C(C=CC1)C=CC(=O)NO)CC 3-{3-[3-(2,4-Diamino-6-ethylpyrimidin-5-yloxy)propoxy]phenyl}-N-hydroxyacrylamide